BrC1=C2C(=CC=3N(C4=CC=CC=C4C13)C(=O)OC(C)(C)C)C1=CC=CC=C1N2C(=O)OC(C)(C)C di-tert-butyl 6-bromoindolo[3,2-b]carbazole-5,11-dicarboxylate